R-ethyl silicate [Si](OCC)([O-])([O-])[O-]